3-Vinyl-2,3,4,4a,9,9a-Hexahydro-1H-1,4-methanoxanthene C(=C)C1CC2C3CC4=CC=CC=C4OC3C1C2